2-[[1-(2-chloro-6-methoxy-phenyl)cyclopropanecarbonyl]amino]-4-[2-isopropoxyethyl-[4-(5,6,7,8-tetrahydro-1,8-naphthyridin-2-yl)butyl]amino]butanoic acid ClC1=C(C(=CC=C1)OC)C1(CC1)C(=O)NC(C(=O)O)CCN(CCCCC1=NC=2NCCCC2C=C1)CCOC(C)C